C1(=CC=C(C=C1)C(C=O)=O)C1=CC=CC=C1 1-([1,1'-biphenyl]-4-yl)ethane-1,2-dione